C(#N)C(C(=O)[O-])=NO cyano-glyoxylate-2-oxime